C(CCCCCCCCCCCCCCCCC)NC(=S)N N-octadecylthiourea